NCCCCNC(=O)/C=C/C1C=CC(O)=CC=1 p-Coumaroylputrescine